tert-butyl 3-(6-(benzyloxy)pyridin-3-yl)-4,4-difluoropiperidine-1-carboxylate C(C1=CC=CC=C1)OC1=CC=C(C=N1)C1CN(CCC1(F)F)C(=O)OC(C)(C)C